BrC=1C(=NN2C1CO[C@H]([C@H]2C)C)C2=NC=C(C=C2)F |r| (Racemic)-cis-3-Bromo-2-(5-Fluoropyridin-2-yl)-6,7-dimethyl-6,7-dihydro-4H-pyrazolo[5,1-c][1,4]oxazine